N(=C=O)[C@@H](C(=O)OCC)CCCCN=C=O (R)-ethyl 2,6-diisocyanatohexanoate